N-(3-(2-(4-(2,3-dichlorophenyl)piperazin-1-yl)ethyl)cyclobutyl)-2-methyloxazole-4-carboxamide ClC1=C(C=CC=C1Cl)N1CCN(CC1)CCC1CC(C1)NC(=O)C=1N=C(OC1)C